C(C)(C)N1C=C(C2=CC(=CC=C12)Br)S(=O)(=O)C1=CC(=C(C=C1)OC)N1CCNCC1 1-isopropyl-5-bromo-3-((4-methoxy-3-(piperazin-1-yl)phenyl)sulfonyl)-1H-indole